C=CC(C1=CC=CC=C1)Cl VinylBenzyl Chloride